ClC=1C(=C(C=CC1)[C@H](CC1=NC(=NC(=N1)N[C@@H](CO)CC(C)C)CS(=O)(=O)N)C)F (4-((S)-2-(3-chloro-2-fluorophenyl)propyl)-6-(((R)-1-hydroxy-4-methylpent-2-yl)amino)-1,3,5-triazin-2-yl)methanesulfonamide